C(C)(C)(C)OC(NN1C(CCC1=O)C1=C(C=CC=C1)F)=O (2-(2-fluorophenyl)-5-oxopyrrolidin-1-yl)carbamic acid tert-butyl ester